N-((4,4-difluorocyclohexyl)(5-((2-oxo-5-(trifluoromethyl)pyrrolidin-3-yl)methyl)benzo[d]oxazol-2-yl)methyl)-4-ethylisoxazole-3-carboxamide FC1(CCC(CC1)C(NC(=O)C1=NOC=C1CC)C=1OC2=C(N1)C=C(C=C2)CC2C(NC(C2)C(F)(F)F)=O)F